methylcyanoacrylate CC=C(C(=O)[O-])C#N